C(C1=CC=CC=C1)N1N=C2N=C(C=CC2=C1)N1CCN(CC1)CC1=NC2=C(N1C[C@H]1OCC1)C=C(C=C2)C(=O)OC (S)-methyl 2-((4-(2-benzyl-2H-pyrazolo[3,4-b]pyridin-6-yl)piperazin-1-yl)methyl)-1-(oxetan-2-ylmethyl)-1H-benzo[d]imidazole-6-carboxylate